6-bromo-4-(3-((tert-butyldimethylsilyl)oxy)phenyl)-2-chloroquinoline BrC=1C=C2C(=CC(=NC2=CC1)Cl)C1=CC(=CC=C1)O[Si](C)(C)C(C)(C)C